1',2',3',4'-tetrahydro-[1,1'-biphenyl]-2,6-diol C=1(C(=CC=CC1O)O)C1CCCC=C1